2-((5-fluoro-2-(2-methoxy-7-methylquinoxalin-5-yl)-4-methylbenzo[d]thiazol-6-yl)oxy)ethanol FC=1C(=CC2=C(N=C(S2)C2=C3N=CC(=NC3=CC(=C2)C)OC)C1C)OCCO